[Ta].N(=[N+]=[N-])C1=CC=C(C(=O)SC=2C(=NC(NC2)=O)N)C=C1 5-[(4-azidobenzoyl)thio]cytosine tantalum